[B+3].[B+3].C(C(C)(C)C)C(C(=O)[O-])O.C(C(C)(C)C)C(C(=O)[O-])O bis(neopentyl glycolate) diboron